N-(3-cyano-1H-indol-7-yl)-1-methylpyrazole-4-sulfonamide C(#N)C1=CNC2=C(C=CC=C12)NS(=O)(=O)C=1C=NN(C1)C